NCC(=O)C1=CC=C(C=C1)OC 2-amino-1-(4-methoxyphenyl)ethanone